(±)-4-([1,1'-biphenyl]-4-yl)chromane C1(=CC=C(C=C1)[C@H]1CCOC2=CC=CC=C12)C1=CC=CC=C1 |r|